[N+](=O)([O-])CN1C(=O)N(C)C=2N=CN(C)C2C1=O nitrocaffeine